ClC1=C(C=CC=2N=NSC21)C2=NNC1=NC(=CN=C12)N1C[C@H]2C([C@H]2C1)(C=1SC=C(N1)C)CN ((1R,5S,6r)-3-(3-(7-chlorobenzo[d][1,2,3]thiadiazol-6-yl)-1H-pyrazolo[3,4-b]pyrazin-6-yl)-6-(4-methylthiazol-2-yl)-3-azabicyclo[3.1.0]hexan-6-yl)methanamine